CNCCC1SC(=CN(C1)C1=C2NC=NC2=NC=N1)C(=O)N (2-(methylamino)ethyl)-4-(7H-purin-6-yl)-3,4-dihydro-2H-1,4-thiazine-6-carboxamide